C(N)(=O)NCCC[C@@H](C(=O)OC)NC([C@H](C(C)C)NC(CCCCCN1C(C=CC1=O)=O)=O)=O methyl (2S)-5-(carbamoylamino)-2-[(2S)-2-[6-(2,5-dioxo-2,5-dihydro-1H-pyrrol-1-yl) hexanamido]-3-methylbutanamido]pentanoate